(R)-2-(2-(pyridin-2-yl)ethyl)chroman-4-one methyl-2-{[(tert-butoxy)carbonyl](methyl)amino}-5-[3-(2-fluoro-4-iodophenoxy)-2,2-dimethylpropyl]-1,3-thiazole-4-carboxylate COC(=O)C=1N=C(SC1CC(COC1=C(C=C(C=C1)I)F)(C)C)N(C)C(=O)OC(C)(C)C.N1=C(C=CC=C1)CC[C@H]1OC2=CC=CC=C2C(C1)=O